1-Amino-3-chlorocyclobutan NC1CC(C1)Cl